S-α-ethoxycarbonylbenzyl O,O-dimethyl phosphorodithioate CCOC(=O)C(C1=CC=CC=C1)SP(=S)(OC)OC